Anthraquinone-2-sulfonic acid C1=C(C=CC=2C(C3=CC=CC=C3C(C12)=O)=O)S(=O)(=O)O